7-[2-(3-chloro-2-pyridinyl)-5-(difluoromethoxy)pyrazol-3-yl]-5-methyl-1H-pyrazolo[3,4-f][3,1]benzoxazin-9-one ClC=1C(=NC=CC1)N1N=C(C=C1C1=NC2=C(C(O1)=O)C1=C(C=C2C)C=NN1)OC(F)F